COC(\C=C\C(=O)NNC(CN1CCC(CC1)C1=NC(=CC=C1)OCC1=C(C=C(C=C1)Cl)F)=O)=O.FC1=C(C=CC(=C1)OC)C=CC(=O)N 3-(2-fluoro-4-methoxyphenyl)acrylamide methyl-(E)-4-(2-(2-(4-(6-((4-chloro-2-fluorobenzyl)oxy)pyridin-2-yl)piperidin-1-yl)acetyl)hydrazino)-4-oxobut-2-enoate